CN(C)CC(CCCCCCCC\C=C/CCCCCCCC(=O)OCC)CCCCCC ethyl (9Z)-19-[(dimethylamino)methyl]pentacos-9-enoate